(S) or (R)-N-(amino(2-(2-hydroxypropan-2-yl)thiazol-5-yl)(oxo)-λ6-sulfaneylidene)-2-(3-fluoro-2,6-diisopropylphenyl)acetamide N[S@@](=NC(CC1=C(C(=CC=C1C(C)C)F)C(C)C)=O)(=O)C1=CN=C(S1)C(C)(C)O |o1:1|